5-((2-Azaspiro[3.3]heptan-6-yl)oxy)-2-((3,4-dihydroisoquinolin-2(1H)-yl)-methyl)-4H-pyran-4-one bis-trifluoroacetate FC(C(=O)O)(F)F.FC(C(=O)O)(F)F.C1NCC12CC(C2)OC=2C(C=C(OC2)CN2CC1=CC=CC=C1CC2)=O